IC1=C(C(=CC(=C1)C(F)(F)F)C(F)(F)F)CN(C(O)=O)C1=CC=C(C=C1)OC(F)F.FC=1C=C2C(=C(/C(/C2=CC1)=C/C1=CC=C(C=C1)OC1=CC=C(C=C1)F)C)CC(=O)N 2-[(1Z)-5-fluoro-1-{[4-(4-fluorophenoxy)phenyl]methylidene}-2-methyl-1H-inden-3-yl]acetamide 2-iodo-4,6-bis(trifluoromethyl)phenyl-(4-(difluoromethoxy)phenyl)(methyl)carbamate